C(#C)C=1C=C(SC1)CNCC[C@]1(CCOC2(CCCC2)C1)C1=NC=CC=C1 (R)-N-((4-ethynylthiophen-2-yl)methyl)-2-(9-(pyridin-2-yl)-6-oxaspiro[4.5]decan-9-yl)ethanamine